CN1C([C@H]2N[C@@H](C1)C2)=O (1S,5R)-3-methyl-3,6-diazabicyclo[3.1.1]heptan-2-one